COC=1C(=CC2=CN(N=C2C1)C1CCC(CC1)COCC1CCNCC1)NC(=O)C1=NC(=CC=C1)C(F)(F)F N-(6-methoxy-2-((1r,4r)-4-((piperidin-4-ylmethoxy)methyl)cyclohexyl)-2H-indazol-5-yl)-6-(trifluoromethyl)pyridinecarboxamide